COC1=CC=C(C=C1)N(C1=CC=C(C=C1)C=C(C#N)OP(O)(O)=O)C1=CC=C(C=C1)OC (2-(4-(bis(4-methoxyphenyl)amino)phenyl)-1-cyanovinyl)phosphoric acid